BrC1=CC(=C(O[C@H](C(=O)O)C)C=C1)C(CCC)(F)F (2S)-2-[4-bromo-2-(1,1-difluorobutyl)phenoxy]propionic acid